NCC1=CC=C(C=C1)NC(=O)C1=CC2=C(OCCC3=C2SC=C3)C=C1C=1C(=NC(=CC1)C(NC1CCCCCC1)=O)C(=O)O 3-(9-((4-(aminomethyl)phenyl)carbamoyl)-4,5-dihydrobenzo[b]thieno[2,3-d]oxepin-8-yl)-6-(cycloheptylcarbamoyl)picolinic acid